2-heptyl-4-(2,4-dichlorobenzylamino)-7-methoxychroman C(CCCCCC)C1OC2=CC(=CC=C2C(C1)NCC1=C(C=C(C=C1)Cl)Cl)OC